ClC=1C=C(C=C2C(=C(C=NC12)C#N)NCC(C)(C)C)N[C@@H](C1=C2C=CN=CC2=CC=C1)C=1N=NN(C1)C1(CC1)C(F)F (S)-8-chloro-6-(((1-(1-(difluoromethyl)cyclopropyl)-1H-1,2,3-triazol-4-yl)(isoquinolin-5-yl)methyl)amino)-4-(neopentylamino)quinoline-3-carbonitrile